N1(N=CC=C1)CC1=C(C=C(C(=O)OC)C=C1)C1CC1 Methyl 4-((1H-pyrazol-1-yl)methyl)-3-cyclopropylbenzoate